8-methyl-7-(4-((6-methylpyridin-3-yl)oxy)piperidin-1-yl)-4H-pyrimido[1,2-b]pyridazin-4-one CC1=CC=2N(N=C1N1CCC(CC1)OC=1C=NC(=CC1)C)C(C=CN2)=O